NC1=NC=2C=CC(=CC2C2=C1CCC2)C(=O)N(CC=2N=NC(=CC2)C(F)(F)F)[C@@H](C)C2=NC=CC=N2 4-amino-N-((1S)-1-(2-pyrimidinyl)ethyl)-N-((6-(trifluoromethyl)-3-pyridazinyl)methyl)-2,3-dihydro-1H-cyclopenta[c]quinoline-8-carboxamide